(S)-6-chloro-1-(4-methoxyphenyl)-1,3,4,9-tetrahydro-2H-pyrido[3,4-b]indole-2-carboxylic acid ClC=1C=C2C3=C(NC2=CC1)[C@@H](N(CC3)C(=O)O)C3=CC=C(C=C3)OC